1-tetrahydropyran-2-ylindazole-6-ol O1C(CCCC1)N1N=CC2=CC=C(C=C12)O